C(C)OC(=C)C1=NC=NS1 5-(1-ethoxyvinyl)-1,2,4-thiadiazole